ClC1=NC=C(C=C1C(CC)C1=NC(=C2N=CNC2=N1)N)C=1C=C2C(=NNC2=NC1)N1CC=NC=C1 (1-(2-chloro-5-(3-(pyrazine-4-yl)-1H-7-azaindazol-5-yl)pyridine-3-yl)propyl)-9H-purine-6-amine